C1(CC(CCCCCCC)O1)=O γ-decanolacton